COC(=O)N1[C@@H](CCC1)C(=O)C1C(C2=CC=C(C=C2C1=O)C=1C=C2C(C(C(C2=CC1)=O)C(=O)[C@H]1N(CCC1)C(=O)OC)=O)=O methyl (2S)-2-{2'-[(2S)-1-(methoxycarbonyl)pyrrolidine-2-carbonyl]-1,1',3,3'-tetraoxo-1H,1'H,2H,2'H,3H,3'H-[5,5'-biindene]-2-carbonyl}pyrrolidine-1-carboxylate